NC1=CC=C(C=C1)C=CC(=O)O 3-(4-aminophenyl)acrylic acid